ClC=1C=C2CCN(CC2=C(C1)[C@H]1N(CCC1)C(=O)OC(C)(C)C)C(=O)C=1C=NC(=NC1)C1CC1 (S)-tert-butyl 2-(6-chloro-2-(2-cyclopropylpyrimidine-5-carbonyl)-1,2,3,4-tetrahydroisoquinoline-8-yl)pyrrolidine-1-carboxylate